1-(3-((2-amino-5-chloropyridin-3-yl)oxy)phenyl)-3-(4-methoxy-phenyl)urea NC1=NC=C(C=C1OC=1C=C(C=CC1)NC(=O)NC1=CC=C(C=C1)OC)Cl